8-fluoro-5-hydrazinylquinoline HCl salt Cl.FC=1C=CC(=C2C=CC=NC12)NN